benzyl ((S)-(5-((((S)-2-amino-3,3,3-trifluoropropyl)amino)methyl)-oxazolo[4,5-b]pyridin-2-yl)(4,4-difluorocyclohexyl)methyl)carbamate N[C@@H](CNCC1=CC=C2C(=N1)N=C(O2)[C@H](C2CCC(CC2)(F)F)NC(OCC2=CC=CC=C2)=O)C(F)(F)F